O1C=C(C=C1)C=1N=C(C2=C(N1)SC(=C2)C)NCCCC2=CC=C(C=C2)C2=CC=C(C=C2)N2N=NC=C2 2-(furan-3-yl)-6-methyl-N-(3-[4'-(1H-1,2,3-triazol-1-yl)-[1,1'-biphenyl]-4-yl]propyl)thieno[2,3-d]pyrimidin-4-amine